C(C)(=O)OC(C(=O)OC)(\C=C\C(=O)C=1OC=CC1)C1=CC=C(C=C1)C(C)(C)C methyl (E)-2-acetoxy-2-(4-(tert-butyl) phenyl)-5-(furan-2-yl)-5-oxopent-3-enoate